CC1(C2(NC3=CC=CC=C13)OC1=CC=C(C=C1C=C2)[N+](=O)[O-])C 3',3'-dimethyl-6-nitrospiro[chromene-2,2'-indoline]